FC1(CC2(C1)CC(N(CC2)CC2=C1C=CNC1=C(C=C2OC)C)C2=CC=C(C=C2)S(=O)(=O)NC)F 4-(2,2-difluoro-7-((5-methoxy-7-methyl-1H-indol-4-yl)methyl)-7-azaspiro[3.5]nonan-6-yl)-N-methylbenzenesulfonamide